BrC1=CC=CC=2OC3=CC=CC=C3CC12 bromo-9H-xanthene